3-(2,5-difluoro-4-(piperazin-1-yl)phenyl)piperidine-2,6-dione FC1=C(C=C(C(=C1)N1CCNCC1)F)C1C(NC(CC1)=O)=O